ClC1=CC=C(C=C1)C1(N(C(C2=CC(=CC(=C12)F)C(=C)OCC)=O)CC1=NC=C(C=C1)Cl)O[C@@H]1COCC1 3-(4-chlorophenyl)-2-((5-chloropyridin-2-yl)methyl)-6-(1-ethoxyvinyl)-4-fluoro-3-(((S)-tetrahydrofuran-3-yl)oxy)isoindolin-1-one